BrC1=CC=C2C(=CC(=NC2=C1OC)C=1C=C(C(=O)O)C=CC1)N1C=NC=C1 3-(7-Bromo-4-(1H-Imidazol-1-Yl)-8-Methoxyquinolin-2-Yl)Benzoic Acid